COC([C@H](CC1=CC=C(C=C1)N1C(N(C2=C1C(=CC=C2)Cl)C2CCN(CC2)C)=O)N)=O (S)-2-amino-3-(4-(7-chloro-3-(1-methylpiperidin-4-yl)-2-oxo-2,3-dihydro-1H-benzo[d]imidazol-1-yl)phenyl)propanoic acid methyl ester